6,6'-methylenebis(4-chloro-2-fluorophenol) C(C1=CC(=CC(=C1O)F)Cl)C1=CC(=CC(=C1O)F)Cl